6-chloro-2-(2-(trifluoromethoxy)phenyl)-1H-pyrrolo[2,3-b]pyridine-1-carboxylic acid tert-butyl ester C(C)(C)(C)OC(=O)N1C(=CC=2C1=NC(=CC2)Cl)C2=C(C=CC=C2)OC(F)(F)F